C1(CC1)C=1C=NC(=NC1)N1C[C@H]([C@@H](CC1)N1C([C@@H](CC1)OC[C@H](CC)NC1=C(C(NN=C1)=O)C(F)(F)F)=O)O 5-(((S)-1-(((R)-1-((3R,4R)-1-(5-cyclopropylpyrimidin-2-yl)-3-hydroxypiperidin-4-yl)-2-oxopyrrolidin-3-yl)oxy)but-2-yl)amino)-4-(trifluoromethyl)pyridazin-3(2H)-one